FC1=CC=C(C=C1)C=1C=C2C(=NC=NC2=C(C1)S(=O)(=O)N(C)C)NC(C)C=1SC(=NN1)C 6-(4-fluorophenyl)-N,N-dimethyl-4-((1-(5-methyl-1,3,4-thiadiazol-2-yl)ethyl)amino)quinazoline-8-sulfonamide